7-((4-(2-methyl-6-(methylcarbamoyl)pyridin-3-yl)piperazin-1-yl)methyl)-6-fluoro-2-methylpyrazolo[1,5-a]quinoxalin-4(5H)-one CC1=NC(=CC=C1N1CCN(CC1)CC=1C(=C2NC(C=3N(C2=CC1)N=C(C3)C)=O)F)C(NC)=O